6-(2-chlorobenzylamino)-9-β-D-arabinofuranosylpurine ClC1=C(CNC2=C3N=CN(C3=NC=N2)[C@H]2[C@@H](O)[C@H](O)[C@H](O2)CO)C=CC=C1